(S)-4-(2-((3-aminopyrrolidin-1-yl)methyl)-5-(3,4,5-trimethylphenyl)-1-methyl-1H-pyrrolo[2,3-c]pyridin-4-yl)-2-fluorobenzonitrile N[C@@H]1CN(CC1)CC1=CC=2C(=CN=C(C2C2=CC(=C(C#N)C=C2)F)C2=CC(=C(C(=C2)C)C)C)N1C